3-{3-[4-(aminomethyl)phenyl]-5-cyclopropoxyimidazo[4,5-b]pyridin-2-yl}pyridin-2-amine NCC1=CC=C(C=C1)N1C(=NC=2C1=NC(=CC2)OC2CC2)C=2C(=NC=CC2)N